NC=1SC(=CN1)CN1CCC(CC1)C(=O)NC(C)C1=CC2=CC=CC=C2C=C1 1-((2-aminothiazol-5-yl)methyl)-N-(1-(naphthalen-2-yl)ethyl)piperidine-4-carboxamide